The molecule is a fatty amide derived from valproic acid. It has a role as a metabolite and a teratogenic agent. It derives from a valproic acid. CCCC(CCC)C(=O)N